methyl-1-(tetrahydro-2H-pyran-2-yl)-1H-indazol-4-ol CC1=NN(C=2C=CC=C(C12)O)C1OCCCC1